C(CCC)[N+](CCCCCCCCC)(CCCC)CCCC N,N,N-tributyl-N-nonylammonium